(S)-1-(8-((2-amino-3-chloropyridin-4-yl)thio)imidazo[1,2-c]pyrimidin-5-yl)-4'H,6'H-spiro[piperidine-4,5'-pyrrolo[1,2-b]pyrazol]-4'-amine NC1=NC=CC(=C1Cl)SC=1C=2N(C(=NC1)N1CCC3([C@@H](C=4N(N=CC4)C3)N)CC1)C=CN2